2-mercapto-6-methoxyquinoline-3-formaldehyde SC1=NC2=CC=C(C=C2C=C1C=O)OC